isooctyl-phosphate-benzotriazole methyleneoctadecylamine salt C=CCCCCCCCCCCCCCCCCCN.N1N=NC2=C1C=CC=C2.C(CCCCC(C)C)OP(=O)(O)O